C(C1=CC=CC=C1)N1CCN(CC1)NC(\C=C/N1N=C(N=C1)C1=CC(=CC(=C1)C(F)(F)F)C(F)(F)F)=O (Z)-N-(4-benzylpiperazin-1-yl)-3-(3-(3,5-bis(trifluoromethyl)phenyl)-1H-1,2,4-triazol-1-yl)acrylamide